C1(=CC=CC=C1)C1=NC=C(C=N1)SC1=CN=C(S1)CNC(OC(C)(C)C)=O tert-butyl ((5-((2-phenylpyrimidin-5-yl)thio)thiazol-2-yl)methyl)carbamate